COC=1C=CC(=NC1)NC1C[C@@H](N(C[C@H]1C)C1=CC(N(C=2C=CC(=NC12)C#N)C)=O)C 8-((2S,5R)-4-((5-Methoxypyridin-2-yl)amino)-2,5-dimethylpiperidin-1-yl)-5-methyl-6-oxo-5,6-dihydro-1,5-naphthyridin-2-carbonitril